((4-bromophenyl)(hydroxy)methylene)malononitrile BrC1=CC=C(C=C1)C(O)=C(C#N)C#N